(15R)-5-(2-chloro-6-ethynyl-4-pyridyl)-15-methyl-11-thia-6,14,17-triazatetracyclo[8.8.0.0^2,7.0^12,18]octadeca-1(10),2(7),3,5,8,12(18)-hexaen-13-one ClC1=NC(=CC(=C1)C=1C=CC=2C=3C=4NC[C@H](NC(C4SC3C=CC2N1)=O)C)C#C